(3-fluorophenyl)-3-iodo-1H-pyrrolo[3,2-c]pyridine 5-oxide FC=1C=C(C=CC1)N1C=C(C=2C=[N+](C=CC21)[O-])I